FC1=CC=C(C=C1)N1N=CC2=CC(=CC=C12)N1[C@@H]([C@H]([C@@H](C1=O)C)NC(=O)C1=C(N=CS1)C)C1=CC=CC=C1 |r| N-[rac-(2R,3S,4S)-1-[1-(4-Fluorophenyl)-1H-indazol-5-yl]-4-methyl-5-oxo-2-phenyl-pyrrolidin-3-yl]-4-methyl-thiazole-5-carboxylic acid amide